C(C)(C)(C)OC(=O)NC1=NN2C(N(C(C(=C2O)C(NC2CC2)=O)=O)CC(C)C)=C1/C=C/C(=O)OCC Ethyl (E)-3-(2-((tert-butoxycarbonyl)amino)-6-(cyclopropylcarbamoyl)-7-hydroxy-4-isobutyl-5-oxo-4,5-dihydropyrazolo[1,5-a]pyrimidin-3-yl)acrylate